ClC1=CC(=C(NC2CN(C2)C(=O)OC(C)(C)C)C=C1)O tert-butyl 3-(4-chloro-2-hydroxy-anilino)azetidine-1-carboxylate